dimethyl-6-oxohexan-1-aminium bromide [Br-].CC(CCCCC=O)([NH3+])C